ClC1=NC=C(C(=C1)C1=C(C=NC(=C1)C)C(=O)NC=1SC(=NN1)C(N([C@@H]1COCCC1)C)=O)OC 2'-chloro-5'-methoxy-6-methyl-N-(5-{methyl-[(3S)-oxan-3-yl]carbamoyl}-1,3,4-thiadiazol-2-yl)-[4,4'-bipyridine]-3-carboxamide